5,6-difluoro-8-hydroxy-quinoline-3-carboxylic acid FC1=C2C=C(C=NC2=C(C=C1F)O)C(=O)O